O=C1N(C[C@H]2N1CCNC2)C21CC(C2)(C1)C(=O)N (S)-3-(3-oxohexahydroimidazo[1,5-a]pyrazin-2(3H)-yl)bicyclo[1.1.1]pentane-1-Carboxamide